(R)-2-{2-Bromo-7-cyclopropylpyrazolo[1,5-a]pyrimidine-5-carbonyl}-7-fluoro-1-methyl-1,2,3,4-tetrahydroisoquinoline BrC1=NN2C(N=C(C=C2C2CC2)C(=O)N2[C@@H](C3=CC(=CC=C3CC2)F)C)=C1